C(C)C1(CCCC1)OC(=O)CCSC[Si](OC)(OC)OC (2-((1-ethylcyclopentyl)oxycarbonyl)ethylthio)methyltrimethoxysilane